3-(Dimethyl-amino)-1,2-propandiol CN(CC(CO)O)C